3-(2-(6-aminopyrimidin-4-yl)-5-hydroxyphenyl)propanamide NC1=CC(=NC=N1)C1=C(C=C(C=C1)O)CCC(=O)N